CN1CCC(CC1)NC1=NC2=CC=C(C=C2C=N1)B1OC(C(O1)(C)C)(C)C N-(1-methylpiperidin-4-yl)-6-(4,4,5,5-tetramethyl-1,3,2-dioxaborolan-2-yl)quinazolin-2-amine